N-(2,4-difluoro-3-(5-(oxetan-3-ylamino)-1H-pyrrolo[2,3-b]pyridine-3-carbonyl)phenyl)propane-1-sulfonamide tert-butyl-2-benzyl-4-methyl-5-oxo-1,4-diazepane-1-carboxylate C(C)(C)(C)OC(=O)N1C(CN(C(CC1)=O)C)CC1=CC=CC=C1.FC1=C(C=CC(=C1C(=O)C1=CNC2=NC=C(C=C21)NC2COC2)F)NS(=O)(=O)CCC